5-({2-[4-(dimethylamino)butyroxy]ethyl}[7-(1-octylnonyloxycarbonyl)heptyl]amino)pentyl 10-methylundecanoate CC(CCCCCCCCC(=O)OCCCCCN(CCCCCCCC(=O)OC(CCCCCCCC)CCCCCCCC)CCOC(CCCN(C)C)=O)C